FC=1C=C(CNC=2C3=C(N=C(N2)N(CCOC)CCOC)C(=NC(=N3)N(CCOC)CCOC)N3CCN(CC3)C3=NN(C=N3)C)C=CC1 N4-(3-fluorobenzyl)-N2,N2,N6,N6-tetrakis(2-methoxyethyl)-8-(4-(1-methyl-1H-1,2,4-triazol-3-yl)piperazin-1-yl)pyrimido[5,4-d]pyrimidine-2,4,6-triamine